NC(C)(C)C1=CC=C(C=C1)C1=CC2=C(N=C3N2[C@H](C[C@H]3NC(OC(C)(C)C)=O)C3=C(C=CC=C3OC(F)(F)F)Cl)C=C1F tert-butyl ((1R,3R)-7-(4-(2-aminopropan-2-yl)phenyl)-1-(2-chloro-6-(trifluoromethoxy)-phenyl)-6-fluoro-2,3-dihydro-1H-benzo[d]pyrrolo[1,2-a]imidazole-3-yl)carbamate